COC1=CC=C(C=C1)CN(C1=CC(=CC(=N1)B(O)O)C)CC1=CC=C(C=C1)OC [6-[bis[(4-methoxyphenyl)methyl]amino]-4-methyl-2-pyridinyl]boronic acid